2-(4-(1H-indole-2-carbonyl)piperazin-1-yl)-N-((3-methyltetrahydrofuran-3-yl)methyl)-2-oxoacetamide N1C(=CC2=CC=CC=C12)C(=O)N1CCN(CC1)C(C(=O)NCC1(COCC1)C)=O